6-(2-azaspiro[3.3]heptan-6-ylmethyl)-1-methyl-pyrazolo[3,4-c]pyridin-7-one C1NCC12CC(C2)CN2C(C1=C(C=C2)C=NN1C)=O